(5R,6S,7S)-3a-(4-chloro-3-((5-methylthiophen-2-yl)methyl)phenyl)-5-(hydroxymethyl)-2-propyl-5,6,7,7a-tetrahydro-3aH-pyrano[2,3-d]oxazole-6,7-diol ClC1=C(C=C(C=C1)C12N=C(OC1[C@H]([C@@H]([C@H](O2)CO)O)O)CCC)CC=2SC(=CC2)C